N-(((tert-butyldimethylsilyl)amino)(4-(2-(dimethylamino)propan-2-yl)phenyl)(oxo)-λ6-sulfaneylidene)-2-(4-fluoro-2,6-diisopropylphenyl)acetamide [Si](C)(C)(C(C)(C)C)NS(=NC(CC1=C(C=C(C=C1C(C)C)F)C(C)C)=O)(=O)C1=CC=C(C=C1)C(C)(C)N(C)C